C(=O)(O)CCC(C)SSC(CCC(=O)OC(CCC(C)SSC(C)CCC(=O)O)=O)C 4-[(4-carboxybutan-2-yl)dithio]pentanoic anhydride